BrC=1C(=CC(=NC1)NC1=C(C=C(C=C1)N1CCN(CC1)C)CC)NCCCNC(=O)C1CCC1 N-(3-((5-bromo-2-((2-ethyl-4-(4-methylpiperazin-1-yl)phenyl)amino)pyridin-4-yl)amino)propyl)cyclobutanecarboxamide